ClC1=CC2=C(C=N1)N=C(S2)C=2C=NC(=CC2)N2C[C@@H](CC2)F (R)-6-chloro-2-(6-(3-fluoropyrrolidin-1-yl)pyridin-3-yl)thiazolo[4,5-c]pyridine